2'-((2-chloro-5-(ethoxymethyl)pyrimidin-4-yl)amino)-1'-fluoro-6',8',9',11'-tetrahydrospiro[cyclopropane-1,10'-pyrido[3',4':4,5]pyrrolo[2,3-f]isoquinolin]-7'(5'H)-one ClC1=NC=C(C(=N1)NC=1N=CC=2CCC3=C(C2C1F)NC1=C3C(NCC13CC3)=O)COCC